N-((3R,4S)-1-(Ethylsulfonyl)-3-methylpiperidin-4-yl)-5-isopropoxy-6-(1H-pyrazol-4-yl)-[1,2,4]triazolo[1,5-a]pyridin-2-amine C(C)S(=O)(=O)N1C[C@H]([C@H](CC1)NC1=NN2C(C=CC(=C2OC(C)C)C=2C=NNC2)=N1)C